ClC=1C=C(CN2C[C@@](CC2)(O)C)C=CC1N1C=NC(=C1)C1=NC(=NC=C1C(F)(F)F)N[C@H]1[C@@H](CN(CC1)S(=O)(=O)C)F (R)-1-(3-Chloro-4-(4-(2-(((3R,4R)-3-fluoro-1-(methylsulfonyl)piperidin-4-yl)amino)-5-(trifluoromethyl)pyrimidin-4-yl)-1H-imidazol-1-yl)benzyl)-3-methylpyrrolidin-3-ol